2-(5-(5-chloro-2-((4-morpholinophenyl)amino)pyrimidin-4-yl)-1H-benzo[d]imidazol-1-yl)ethanol ClC=1C(=NC(=NC1)NC1=CC=C(C=C1)N1CCOCC1)C1=CC2=C(N(C=N2)CCO)C=C1